ClC1=CC(=C(COC2=CC=CC(=N2)C=2C=CC(=C3C=CN(C23)C)CC2=NC3=C(N2CC2OCC2)C=C(C=C3)C(=O)O)C=C1)F (7-(6-((4-chloro-2-fluorobenzyl)oxy)pyridin-2-yl)-1-methyl-1H-indol-4-yl)methyl-1-(oxetane-2-ylmethyl)-1H-benzo[d]imidazole-6-carboxylic acid